N-(4-((2-(1,1-difluoroethyl)-6-methylpyrimidin-4-yl)amino)-5-((5-methylisothiazol-3-yl)methoxy)pyridin-2-yl)acetamide FC(C)(F)C1=NC(=CC(=N1)NC1=CC(=NC=C1OCC1=NSC(=C1)C)NC(C)=O)C